NC(NCCC[C@@H](C(NCCOCCOCCNC(=O)C1=C(C=C(C=C1)NC=1C=2N(C=CN1)C(=CN2)C2=C(C(=C(C=C2)OC)F)F)CC)=O)NC(CC[C@H](N)C(=O)O)=O)=N N5-((S)-18-amino-1-(4-((3-(2,3-difluoro-4-methoxyphenyl)imidazo[1,2-a]pyrazin-8-yl)amino)-2-ethyl-phenyl)-18-imino-1,12-dioxo-5,8-dioxa-2,11,17-triazaoctadecan-13-yl)-L-glutamine